N[C@H](C)C=1C=C(C=C2C(N(C(=NC12)C1=CN=CN1C)C)=O)C (R)-8-(1-aminoethyl)-3,6-dimethyl-2-(1-methyl-1H-imidazol-5-yl)quinazolin-4(3H)-one